O=C1NC(CCC1NC1=CC(=C(C=C1)N1CCN(CC1)CC1(CCN(CC1)C(=O)OC(C)(C)C)F)F)=O tert-butyl 4-((4-(4-((2,6-dioxopiperidin-3-yl)amino)-2-fluorophenyl)piperazin-1-yl)methyl)-4-fluoropiperidine-1-carboxylate